C(C)N1CCCC1 N-ethyl-pyrrolidin